bis(ethylidene)rhodium C(C)=[Rh]=CC